COC1=C(C=CC(=C1)[N+](=O)[O-])NC(C1=C(C=CC=C1)Cl)=O N-(2-methoxy-4-nitrophenyl)-2-chlorobenzamide